C(C#C)OCCOCCN 2-(2-(prop-2-yn-1-yloxy)ethoxy)ethylamine